FC1=C2C=NNC2=CC=C1C=1C(=NN2C=NC(=CC21)C2=CC(=C(C=C2)F)C(C(F)(F)F)(F)F)C(C)C 3-(4-fluoro-1H-indazol-5-yl)-5-(4-fluoro-3-pentafluoroethyl-phenyl)-2-isopropyl-pyrazolo[1,5-c]pyrimidine